The molecule is a tetrahydroxyflavan that is (2S)-flavan substituted by hydroxy groups at positions 3, 7, 3' and 4'. It has a role as an EC 3.2.1.20 (alpha-glucosidase) inhibitor and a plant metabolite. It is a tetrahydroxyflavan and a catechin. It derives from a hydride of a (2S)-flavan. C1[C@@H]([C@H](OC2=C1C=CC(=C2)O)C3=CC(=C(C=C3)O)O)O